COC=1C=C(C(=NC1C1=CC=CC=2N(C=NC21)C)C#N)NC2=CC=C1C(=N2)CN(C12CCN(CC2)C2COC2)CC(F)(F)F 5-methoxy-6-(1-methyl-1H-benzo[d]imidazol-4-yl)-3-((1-(oxetan-3-yl)-6'-(2,2,2-trifluoroethyl)-6',7'-dihydrospiro[piperidine-4,5'-pyrrolo[3,4-b]pyridin]-2'-yl)amino)picolinonitrile